C1(=CC=CC=C1)NCC(NCC(C)OCC1=CC(=CC=C1)OCC1=CC=CC=C1)=N 2-(phenylamino)-N-[2-[[3-(phenylmethoxy)phenyl]methoxy]propyl]-Ethanimidamide